Isopren C=CC(C)=C